BrC1=CC=C(C=C1)C1CN(CC1)C(=O)OCC1=CC=CC=C1 benzyl 3-(4-bromophenyl)pyrrolidine-1-carboxylate